FC1=C(C=CC(=C1F)F)P(C1=C(C(=C(C=C1)F)F)F)=O bis(2,3,4-trifluorophenyl)phosphine oxide